N(=[N+]=[N-])CC=1C=CC(=C(C1)CO)OC(F)(F)F (5-(azidomethyl)-2-(trifluoromethoxy)phenyl)methanol